C(C)(C)(C)NC[C@@H](O)C1=CC=CC(=N1)C#N (R)-6-(2-(tert-butylamino)-1-hydroxyethyl)picolinonitrile